(((9H-fluoren-9-yl)methoxy)carbonyl)-L-valyl-L-lysine hydrochloride Cl.C1=CC=CC=2C3=CC=CC=C3C(C12)COC(=O)N[C@@H](C(C)C)C(=O)N[C@@H](CCCCN)C(=O)O